C(C)(=O)O.C(C)(=O)O.C(C)(=O)O.C(C)(=O)OC Methyl acetate (Tris-acetate)